1-(4-ethoxypyridin-3-yl)-1-(6-(4-(trifluoromethoxy)phenoxy)benzo[d]thiazol-2-yl)butan-1-ol C(C)OC1=C(C=NC=C1)C(CCC)(O)C=1SC2=C(N1)C=CC(=C2)OC2=CC=C(C=C2)OC(F)(F)F